m-[(Z)-8-pentadecenyl]phenol C(CCCCCC\C=C/CCCCCC)C=1C=C(C=CC1)O